N(=[N+]=[N-])[C@@H]1C[C@@H](N(C1)C(=O)OC(C)(C)C)CC=O tert-Butyl (2R,4R)-4-azido-2-(2-oxoethyl)pyrrolidine-1-carboxylate